2-(((3r,4s)-4-(4-cyano-2-cyclopropyloxyphenoxy)-3-hydroxy-3-(hydroxymethyl)pyrrolidin-1-yl)sulfonyl)-5-(trifluoromethyl)benzonitrile C(#N)C1=CC(=C(O[C@@H]2[C@@](CN(C2)S(=O)(=O)C2=C(C#N)C=C(C=C2)C(F)(F)F)(CO)O)C=C1)OC1CC1